C(C1=CC=CC=C1)(=O)ON=C(C(=O)C1=CC=C(C=C1)SC1=CC=CC=C1)CCCCCC N-benzoyloxy-1-(4-phenylsulfanylphenyl)octane-1-On-2-imine